NC1=NOC(=C1)C(=O)NC=1SC(=NN1)C1=C(C=CC=C1)Cl 3-amino-N-[5-(2-chlorophenyl)-1,3,4-thiadiazol-2-yl]isoxazole-5-carboxamide